COC(=O)C1=C(NC(=C(C1C=1C2=C(SC1)C(=CC=C2)C#N)C(=O)OC)C)C=O 4-(7-Cyanobenzo[b]thiophen-3-yl)-2-formyl-6-methyl-1,4-dihydropyridine-3,5-dicarboxylic acid dimethyl ester